NC1=NC=CC(=C1Cl)SC1=C(N=C(C=2N1N=C(C2)CO)N2CCC1([C@@H]([C@@H](OC1)C)N)CC2)C 7-[(2-amino-3-chloro-4-pyridinyl)thio]-4-[(3s,4s)-4-amino-3-methyl-2-oxa-8-azaspiro[4.5]decan-8-yl]-6-methyl-pyrazolo[1,5-a]pyrazine-2-methanol